C1=CC=C2C(=CC3=CC=CC4=CC=C1C2=C34)N 4-pyrenamine